O1C(NC2=C1C=CC(=C2)C2(NC(=NC=C2C)NC2=CC(=C(C=C2)OC(F)(F)F)N2CCOCC2)N)=O 4-(benzo[d]oxazolin-2(3H)-one-5-yl)-5-methyl-N2-[3-(morpholin-4-yl)-4-trifluoromethoxyphenyl]-2,4-pyrimidinediamine